C(#N)C1=CC=C2C=3C(C4=C(C(C3NC2=C1)(C)C)C=C(C(=C4)CC)N4CCN(CC4)C(COC[C@@H]4C[C@@H](CC4)NC(OC(C)(C)C)=O)=O)=O tert-butyl N-[(1R,3S)-3-{[2-(4-{3-cyano-9-ethyl-6,6-dimethyl-11-oxo-5H,6H,11H-benzo[b]carbazol-8-yl}piperazin-1-yl)-2-oxoethoxy]methyl}cyclopentyl]carbamate